ClC=1C(=NC(=CN1)Cl)N1C(CC(CC1)C(=O)OC)C methyl 1-(3,6-dichloropyrazin-2-yl)-2-methylpiperidine-4-carboxylate